FC1=CC=C2C=NN(C2=C1OOB(OO)O)C1OCCCC1 (6-fluoro-1-(tetrahydro-2H-pyran-2-yl)-1H-indazol-7-yl)dihydroxyboric acid